N=S(=O)(C1=CC=C(C=C1)C1=CC2=NC=CC(=C2O1)C1=CC(=NC=C1)C(=O)N1CCOCC1)C imino(methyl)(4-(7-(2-(morpholine-4-carbonyl)pyridin-4-yl)furo[3,2-b]pyridin-2-yl)phenyl)-λ6-sulfanone